[Cu].[Ni].[Fe].[Pt] platinum-iron-nickel-copper